C1(=CC=CC=C1)[C@H]1CN(CCC1)C(=O)NC1=CNC2=CC=C(C=C12)OCCC1=CC=C(C=C1)C(F)(F)F (S)-3-phenyl-N-(5-(4-(trifluoromethyl)phenethoxy)-1H-indol-3-yl)piperidine-1-carboxamide